OC=1C=NC=C2C=CC=NC12 8-hydroxy-1,6-naphthyridine